O1C(=CC=C1CO)CO (furan-2,5-diyl)dimethanol